5,6,7-trimethoxy-1-(1-methyl-1H-indol-6-yl)-2,3-dihydroquinolin-4(1H)-one COC1=C2C(CCN(C2=CC(=C1OC)OC)C1=CC=C2C=CN(C2=C1)C)=O